C(CCC)(C1=C(C=C(C(=C1)C(C)(C)C)O)C)C1=C(C=C(C(=C1)C(C)(C)C)O)C 4,4'-butylidene-bis(3-methyl-6-tert-butylphenol)